4-[4-[4-[(2,6-dioxo-3-piperidinyl)amino]-2-fluoro-phenyl]piperazin-1-yl]-3,3-difluoro-piperidine-1-carboxylic acid tert-butyl ester C(C)(C)(C)OC(=O)N1CC(C(CC1)N1CCN(CC1)C1=C(C=C(C=C1)NC1C(NC(CC1)=O)=O)F)(F)F